(2-hydroxy-4-methoxyphenyl) (2-hydroxyphenyl) ketone OC1=C(C=CC=C1)C(=O)C1=C(C=C(C=C1)OC)O